N-(2-hydroxyethyl)-2-(2-oxo-6-(3-(quinolin-6-ylmethyl)-[1,2,4]triazolo[4,3-b]pyridazin-6-yl)-3,4-dihydroquinolin-1(2H)-yl)acetamide OCCNC(CN1C(CCC2=CC(=CC=C12)C=1C=CC=2N(N1)C(=NN2)CC=2C=C1C=CC=NC1=CC2)=O)=O